COC(=O)[C@H]1N(C[C@H](C1)OC1=NC=C(C=C1C12CCOCC2C1)C#C[Si](C(C)C)(C(C)C)C(C)C)C(=O)OC(C)(C)C (2S,4S)-4-[(3-{3-oxabicyclo[4.1.0]hept-6-yl}-5-{2-[tris(prop-2-yl)silyl]-ethynyl}pyridin-2-yl)oxy]pyrrolidine-1,2-dicarboxylic acid 1-tert-butyl 2-methyl ester